C1(CC1)CN1C[C@H](C=CC1)O (S)-1-(cyclopropylmethyl)-1,2,3,6-tetrahydropyridin-3-ol